3-acetyl-8-bromo-5-chloro-2-((3-chloro-4-fluorobenzyl)thio)quinolin-4(1H)-one C(C)(=O)C1=C(NC2=C(C=CC(=C2C1=O)Cl)Br)SCC1=CC(=C(C=C1)F)Cl